dioleoyloxypropyl-triethylammonium C(CCCCCCC\C=C/CCCCCCCC)(=O)OC(CC[N+](CC)(CC)CC)OC(CCCCCCC\C=C/CCCCCCCC)=O